CN1N=C(N=N1)C=1C=C(C(=O)NCCOCCOCCNC(OC(C)(C)C)=O)C=CC1NC1=CC=C(C=C1)C(F)(F)F tert-butyl (2-(2-(2-(3-(2-methyl-2H-tetrazol-5-yl)-4-((4-(trifluoromethyl)phenyl)amino)benzamido)ethoxy)ethoxy)ethyl)carbamate